(R)-2-(1-((4-(N-(thiazol-2-yl)sulfamoyl)phenyl)amino)hexyl)malonic acid dimethyl ester COC(C(C(=O)OC)[C@@H](CCCCC)NC1=CC=C(C=C1)S(NC=1SC=CN1)(=O)=O)=O